ClC=1C=C2C=C(NC2=CC1OCC=1N=CSC1)CNC([C@H](C)OC)=O (S)-N-((5-chloro-6-(thiazol-4-ylmethoxy)-1H-indol-2-yl)methyl)-2-methoxypropanamide